NC1=NC=C(C2=C1C=NN2COCC[Si](C)(C)C)NC(=O)C(=O)N(C(C)C2=CC=C(C=C2)C(C(F)(F)F)(F)F)C N-[4-amino-1-(2-trimethylsilylethoxymethyl)pyrazolo[4,3-c]pyridin-7-yl]-N'-methyl-N'-[1-[4-(1,1,2,2,2-pentafluoroethyl)phenyl]ethyl]oxamide